5-[3-[(1R)-2,2-difluoro-1-[2-[[(1R)-2,2,2-trifluoro-1-methyl-ethyl]amino]-4-pyridyl]ethoxy]-1-methyl-pyrazolo[3,4-c]pyridazin-5-yl]-1H-pyrimidine-2,4-dione FC([C@H](OC1=NN(C2=NN=C(C=C21)C=2C(NC(NC2)=O)=O)C)C2=CC(=NC=C2)N[C@@H](C(F)(F)F)C)F